C[C@@]12C[C@H](N([C@H]2C1)C(CNC(=O)C=1OC2=C(C1)C=C(C=C2)OC2=CC=CC=C2)=O)C(=O)O (1S,3S,5S)-5-methyl-2-{2-[(5-phenoxy-1-benzofuran-2-yl)formamido]acetyl}-2-azabicyclo[3.1.0]hexane-3-carboxylic acid